N-(3-fluorophenyl)-3-((5-phenylpyridin-2-yl)amino)benzamide FC=1C=C(C=CC1)NC(C1=CC(=CC=C1)NC1=NC=C(C=C1)C1=CC=CC=C1)=O